4-chloro-3-iodo-7-methyl-1H-pyrrolo[3,2-c]pyridine ClC1=NC=C(C2=C1C(=CN2)I)C